NCCC[Si](C)(C)OC(C)C 3-Aminopropyl(isopropoxydimethylsilan)